N-[5-[2-methyl-5-[[(1S,5R)-9-methyl-3-oxa-9-azabicyclo[3.3.1]nonan-7-yl]oxy]-4-pyridyl]pyrazolo[1,5-a]pyridin-2-yl]cyclopropanecarboxamide CC1=NC=C(C(=C1)C1=CC=2N(C=C1)N=C(C2)NC(=O)C2CC2)OC2C[C@@H]1COC[C@H](C2)N1C